C1(CC1)CN(C(=O)C1=CC=C2N=C(C=3N(C2=C1)C=NC3C)NCC3=CC=C(C=C3)OC)C3COCC1=NC(=CC=C13)C(F)(F)F N-(cyclopropylmethyl)-4-[(4-methoxyphenyl)methylamino]-3-methyl-N-[2-(trifluoromethyl)-6,8-dihydro-5H-pyrano[3,4-b]pyridin-5-yl]imidazo[1,5-a]quinoxaline-8-carboxamide